[2-(acryloyloxy)ethyl]trimethyl-ammonium bromide [Br-].C(C=C)(=O)OCC[N+](C)(C)C